2,2'-methylenebis-(6-bromo-4-chlorophenol) C(C1=C(C(=CC(=C1)Cl)Br)O)C1=C(C(=CC(=C1)Cl)Br)O